(R)-1-(6-(4-((4-((3-((5-chloro-4-(1H-indol-3-yl)pyrimidin-2-yl)amino)Pyrrolidin-1-yl)methyl)piperidin-1-yl)methyl)piperidin-1-yl)-1-methyl-1H-indazol-3-yl)dihydropyrimidine ClC=1C(=NC(=NC1)N[C@H]1CN(CC1)CC1CCN(CC1)CC1CCN(CC1)C1=CC=C2C(=NN(C2=C1)C)N1CNCC=C1)C1=CNC2=CC=CC=C12